(5S)-4-[5-(3,5-dichlorophenyl)-5-(trifluoromethyl)-4H-isoxazol-3-yl]-N-[2-oxo-2-(2,2,2-trifluoroethylamino)ethyl]-2-methyl-benzamide ClC=1C=C(C=C(C1)Cl)[C@@]1(CC(=NO1)C1=CC(=C(C(=O)NCC(NCC(F)(F)F)=O)C=C1)C)C(F)(F)F